N-tert-butoxycarbonyl-1,6-hexanediamine C(C)(C)(C)OC(=O)NCCCCCCN